ClC1=C(C=C(C=C1)C(F)(F)F)NC(=O)N1CC2CNCC2C1 N-[2-chloro-5-(trifluoromethyl)phenyl]hexahydropyrrolo[3,4-c]pyrrole-2(1H)-carboxamide